C(NC(=O)C=1N=NC=CC1NC1=C2N(CC=3N(C2=CC=C1)N=CN3)C)([2H])([2H])[2H] N-(methyl-d3)-4-((5-methyl-4,5-dihydro-[1,2,4]triazolo[1,5-a]quinoxalin-6-yl)amino)pyridazine-3-carboxamide